NC1=C(C(=CC=C1)Br)C(C)(C)O 2-(2-amino-6-bromophenyl)propan-2-ol